CN1CCN(CC1)C1=NC=CC(=C1)NC=1N=CC2=C(N1)NC=C2C2=CC=1C=NC=CC1S2 N-(2-(4-methylpiperazin-1-yl)pyridin-4-yl)-5-(thieno[3,2-c]pyridin-2-yl)-7H-pyrrolo[2,3-d]pyrimidin-2-amine